methyl (R)-aziridine-2-carboxylate N1[C@H](C1)C(=O)OC